C(C)(C)(C)OC(=O)NCC=1C=C(C=CC1)C1=CC(=CC=2C=COC21)COC2=C(C=CC(=C2)C(C)N[S@@](=O)C(C)(C)C)CC(=O)OCC ethyl 2-(2-((7-(3-(((tert-butoxycarbonyl)amino)methyl)phenyl)benzofuran-5-yl)methoxy)-4-(1-((S)-1,1-dimethylethylsulfinamido)ethyl)phenyl)acetate